FC(C(=O)NNC(=O)C1=CC2=C(CN([C@H](CO2)C2=CC=CC=C2)C(=O)C2(CCOCC2)C)C=C1)F (3S)-N'-(2,2-difluoroacetyl)-4-[(4-methyloxan-4-yl)carbonyl]-3-phenyl-3,5-dihydro-2H-1,4-benzoxazepine-8-carbohydrazide